piperidinol chloride [Cl-].N1(CCCCC1)O